C1(CC1)C(=O)N1CC=2NC(=NC2C1)C1=NNC2=CC=C(C=C12)CC1=CC(=CC(=C1)F)F Cyclopropyl(2-(5-(3,5-difluorobenzyl)-1H-indazol-3-yl)-4,6-dihydropyrrolo[3,4-d]imidazol-5(1H)-yl)ketone